N-(acetamidoethyl)-2-methoxy-4-(2-bromo-3-phenylbenzyloxy)-5-chlorobenzylamine C(C)(=O)NCCNCC1=C(C=C(C(=C1)Cl)OCC1=C(C(=CC=C1)C1=CC=CC=C1)Br)OC